6-(3-methylpiperidin-4-yl)pyrido[3,2-d]Pyrimidine-4-amine trifluoroacetate FC(C(=O)O)(F)F.CC1CNCCC1C=1C=CC=2N=CN=C(C2N1)N